CN1CCC(CC1)CCO N-methyl-4-(2-hydroxyethyl)piperidine